ClC1=C(C=2N=C(N=CC2C(=N1)N1N(CCC1)C(=O)OC(C)(C)C)SC)F tert-butyl 2-(7-chloro-8-fluoro-2-(methylthio)pyrido[4,3-d]pyrimidin-5-yl)pyrazolidine-1-carboxylate